1-vinyl-3-aminopropylimidazolegallic acid C(=C)C(CCN)C=1N=C(NC1)C1=C(C(=C(C=C1C(=O)O)O)O)O